NC1=NC=C(C=C1NCC(C(=O)O)N1CC2(COC2)C1)Br 3-((2-amino-5-bromopyridin-3-yl)amino)-2-(2-oxa-6-azaspiro[3.3]heptan-6-yl)propanoic acid